γ-(4-t-butyl-benzyl)-proline C(C)(C)(C)C1=CC=C(CC2C[C@H](NC2)C(=O)O)C=C1